C(C)(C)(C)OC(=O)N1CC(CC1)NC1=NC(=C(C=C1)C1=NC=CC(=N1)Cl)C 3-((5-(4-Chloropyrimidin-2-yl)-6-methylpyridin-2-yl)amino)pyrrolidine-1-carboxylic acid tert-butyl ester